[Ge].[Cr].[Au] gold-chromium-germanium